(1S,4S)-5-{8-(benzyloxy)-6-cyclopropyl-2-(dodecylsulfanyl)-7-[6-fluoro-5-methyl-1-(oxan-2-yl)-1H-indazol-4-yl]quinazolin-4-yl}-2,5-diazabicyclo[2.2.1]heptane-2-carboxylate C(C1=CC=CC=C1)OC=1C(=C(C=C2C(=NC(=NC12)SCCCCCCCCCCCC)N1[C@@H]2CN([C@H](C1)C2)C(=O)[O-])C2CC2)C2=C1C=NN(C1=CC(=C2C)F)C2OCCCC2